rel-3-chloro-4-[(3,5-difluoropyridin-2-yl)methoxy]-2'-[3-(1-hydroxy-2-methylpropan-2-yl)-2-oxoimidazol-1-yl]-5',6-dimethyl-[1,4'-bipyridin]-2-one ClC=1C(N(C(=CC1OCC1=NC=C(C=C1F)F)C)C1=CC(=NC=C1C)N1C(N(C=C1)C(CO)(C)C)=O)=O